3-[Amino(dimethyl-1,3-thiazol-5-yl)oxo-λ6-sulfanylidene]-1-[4-fluoro-2,6-bis(propan-2-yl)phenyl]urea NS(=NC(NC1=C(C=C(C=C1C(C)C)F)C(C)C)=O)(=O)C1=C(N=C(S1)C)C